BrC=1C=CC(=C(C#N)C1)N1CCC(CC1)C(OC)OC 5-bromo-2-[4-(dimethoxymethyl)piperidin-1-yl]Benzonitrile